C(CC#CCCC)OC(CCCCC#N)OCCC#CCCC 6,6-bis(hept-3-yn-1-yloxy)hexanenitrile